2,2-dimethyl-propanamide CC(C(=O)N)(C)C